BrC=1C=CC=C2C(=NNC(C12)=O)C1=C(C=C(C=C1)C)OC 8-bromo-4-(2-methoxy-4-methylphenyl)phthalazin-1(2H)-one